C(C)(C)(C)OC(=O)N1CCC2(CC(CC2NS(=O)(=O)C(C)(C)C)O[Si](C)(C)C(C)(C)C)CC1 3-((tert-butyldimethylsilyl)oxy)-1-(1,1-dimethylethylsulfonamido)-8-azaspiro[4.5]decane-8-carboxylic acid tert-butyl ester